4-(dimethylamino)-D-phenylalanine CN(C1=CC=C(C[C@@H](N)C(=O)O)C=C1)C